S(=O)(=O)(O)OC1=C2C=CC3=C(C=C(C4=CC=C(C(=C1)OS(=O)(=O)O)C2=C43)S(=O)(=O)O)S(=O)(=O)O 6,8-disulfooxypyrene-1,3-disulfonic acid